(R)-2-methyl-N-(2-methyl-4-(N-(1-(1-(2-(methylamino)-2-oxoethyl)piperidin-4-yl)ethyl)sulfamoyl)phenyl)benzamide CC1=C(C(=O)NC2=C(C=C(C=C2)S(N[C@H](C)C2CCN(CC2)CC(=O)NC)(=O)=O)C)C=CC=C1